CN1CCN(CC1)C=1C=C(C(=O)O)C=CC1 3-(4-methylpiperazin-1-yl)benzoic acid